4-((6-chloro-3-(trifluoromethyl)pyridazin-4-ylamino)methyl)piperidine-1-carboxylic acid tert-butyl ester C(C)(C)(C)OC(=O)N1CCC(CC1)CNC1=C(N=NC(=C1)Cl)C(F)(F)F